N12C(CSC2CC1)C(=O)O 4-thia-1-azabicyclo[3.2.0]heptane-2-carboxylic acid